C(C)OC(=O)CCCN(CCCC(=O)OCC)CCCC(=O)OCC tris[2-(ethoxycarbonylmethyl)ethyl]amine